COC(CC)C1C(=NC=C(C1=O)OCC1=CC=CC=C1)CO 1-methoxypropyl-2-hydroxymethyl-5-(benzyloxy)-pyridin-4-one